C(C)(C)(C)OC(NC1=C(C=CC(=C1)N1CCC(CC1)N1CCC(CC1)O)N)=O tert-butyl(2-amino-5-(4-hydroxy-[1,4'-bipiperidin]-1'-yl)phenyl)carbamate